N-(5-(2-(((1r,4r)-4-aminocyclohexyl)amino)-8-ethylquinazolin-6-yl)-6-methoxypyridin-2-yl)-2-chlorobenzene-sulfonamide NC1CCC(CC1)NC1=NC2=C(C=C(C=C2C=N1)C=1C=CC(=NC1OC)NS(=O)(=O)C1=C(C=CC=C1)Cl)CC